(R)-6-bromo-2-methyl-N-(1-phenylethyl)quinazoline-4-carboxamide BrC=1C=C2C(=NC(=NC2=CC1)C)C(=O)N[C@H](C)C1=CC=CC=C1